(R)-N-(2-amino-1-(3-chlorophenyl)ethyl)-1-(2-((4-fluorophenyl)amino)-5-methylpyrimidin-4-yl)-1H-imidazole-4-carboxamide NC[C@@H](C1=CC(=CC=C1)Cl)NC(=O)C=1N=CN(C1)C1=NC(=NC=C1C)NC1=CC=C(C=C1)F